7-(2,8-dimethylimidazo[1,2-b]pyridazin-6-yl)-3-(piperidin-4-yl)quinazolin-4(3H)-one CC=1N=C2N(N=C(C=C2C)C2=CC=C3C(N(C=NC3=C2)C2CCNCC2)=O)C1